FC1=C(C=C(C(=C1)F)F)B(O)O 2,4,5-trifluoro-benzeneboronic acid